P(O)(=O)(OP(=O)(O)OP(=O)(O)O)OC[C@@H]1[C@H]([C@H]([C@@H](O1)N1C(=O)N=C(NC)C=C1)O)O N4-methylcytidine-5'-triphosphate